(E)-4-(benzyloxy)-2-(4-propylphenethyl)-3-styryl-6-((tetrahydro-2H-pyran-2-yl)methoxy)pyridine C(C1=CC=CC=C1)OC1=C(C(=NC(=C1)OCC1OCCCC1)CCC1=CC=C(C=C1)CCC)\C=C\C1=CC=CC=C1